COC(=O)C=1C=CC2=C(N(C(=N2)CC2CC=C(CC2)C2=NC(=CC=C2)OCC2=CC=C(C=3C=COC32)Cl)C[C@H]3OCC3)C1 2-((4-(6-((4-chlorobenzofuran-7-yl)methoxy)pyridin-2-yl)cyclohex-3-en-1-yl)methyl)-1-(((S)-oxetan-2-yl)methyl)-1H-benzo[d]imidazole-6-carboxylic acid methyl ester